OC1=CC=C(C=C1)C1=C(C(=C(C=C1)C(C)C)C(C)C)C1=CC=C(C=C1)O bis-(4-hydroxyphenyl)-ortho-diisopropylbenzene